C(C1=CC=CC=C1)OC(CCCC1OCCO1)(C(F)(F)F)C1=NN=C(O1)C1=NC(=C(C=C1NC(OC(C)(C)C)=O)C(F)(F)F)Br tert-butyl N-[2-[5-[1-benzyloxy-4-(1,3-dioxolan-2-yl)-1-(trifluoromethyl)butyl]-1,3,4-oxadiazol-2-yl]-6-bromo-5-(trifluoromethyl)-3-pyridyl]carbamate